diaminomanganese (III) chloride [Cl-].N[Mn+]N